cyclodecene-10-carboxamide C1=CCCCCCCCC1C(=O)N